CC(CC(CS)=O)C 4-methyl-sulfanyl-pentan-2-one